C(CCC)OC1=C(C=CC=C1)NC(\C=C\C1=CC=C(C=C1)N(C)C)=O (E)-N-(2-butoxyphenyl)-3-(4-(dimethylamino)phenyl)acrylamide